C(=O)OC1(CC=CC=C1)F 1-fluorophenyl format